NCC(CC[Si](OC)(OC)C)(C)C 4-amino-3,3-dimethyl-butyl-methyldimethoxysilane